methyl 2-(1-(tert-butoxycarbonyl) piperidin-4-yl)-5-(6-(trifluoromethyl) pyridinecarboxamido)-2H-indazole-6-carboxylate C(C)(C)(C)OC(=O)N1CCC(CC1)N1N=C2C=C(C(=CC2=C1)NC(=O)C1=NC(=CC=C1)C(F)(F)F)C(=O)OC